N-(4-hydroxyphenyl)butyramide OC1=CC=C(C=C1)NC(CCC)=O